FC(CCC(=O)C1C(=NOC12CCNCC2)C#N)(F)F (4,4,4-trifluorobutanoyl)-1-oxa-2,8-diazaspiro[4.5]dec-2-ene-3-carbonitrile